N(=[N+]=[N-])C[C@@H]1[C@H]([C@@H](C(OC(C)=O)O1)OC(C)=O)OC(C)=O 5-azido-5-deoxy-1,2,3-tri-O-acetyl-D-arabinofuranose